N-(2,4-difluorobenzyl)-2-methoxy-5-(4,4,5,5-tetramethyl-1,3,2-dioxaborolan-2-yl)pyridin-3-amine FC1=C(CNC=2C(=NC=C(C2)B2OC(C(O2)(C)C)(C)C)OC)C=CC(=C1)F